C(C=1OCC(N1)C1=CC=CC=C1)C=1OCC(N1)C1=CC=CC=C1 2,2'-methylenebis(4-phenyl-2-oxazolin)